2-[6-amino-5-[8-[2-[3-(2,2-difluoro-5-azaspiro[2.3]hex-5-yl)prop-1-ynyl]-4-pyridinyl]-3,8-diazabicyclo[3.2.1]oct-3-yl]pyridazin-3-yl]phenol NC1=C(C=C(N=N1)C1=C(C=CC=C1)O)N1CC2CCC(C1)N2C2=CC(=NC=C2)C#CCN2CC1(C(C1)(F)F)C2